((cis-4-hydroxycyclohexyl)oxy)-N-(3-((methylthio)methyl)phenyl)-7-(trifluoromethyl)quinazoline O[C@H]1CC[C@H](CC1)OC1N(C2=CC(=CC=C2C=N1)C(F)(F)F)C1=CC(=CC=C1)CSC